O=C1N(CCC12CN(CCC2)C(=O)OC(C)(C)C)C=2C(=NC=CC2)C(F)(F)F tert-butyl 1-oxo-2-[2-(trifluoromethyl)pyridin-3-yl]-2,7-diazaspiro[4.5]decane-7-carboxylate